2-(4-methoxyphenoxy)-2-methylpropionate COC1=CC=C(OC(C(=O)[O-])(C)C)C=C1